C(C)(C)(C)OC(C(CCOC)N1C(C=C(C(=C1)OC)C1=C(C=CC(=C1)Cl)N1C=NC=C1)=O)=O 2-{4-[5-chloro-2-(1H-imidazol-1-yl)phenyl]-5-methoxy-2-oxopyridin-1(2H)-yl}-4-methoxybutyric acid tert-butyl ester